8-bromo-5-(bromomethyl)-2,2-dimethyl-2H-chromene BrC=1C=CC(=C2C=CC(OC12)(C)C)CBr